FC(OC=1C=C(C=C(C1)F)C(CCC)=O)F 1-(3-(difluoromethoxy)-5-fluorophenyl)butan-1-one